CC(C(=O)OC(CC(O)C1=NC=CC=C1Cl)C1=NC(=NN1)Br)(C)C 1-(3-bromo-1H-1,2,4-triazol-5-yl)-3-(3-chloropyridin-2-yl)-3-hydroxypropyl 2,2-dimethylpropionate